FC(N1N=CC(=C1)C1=NC(=NC(=C1)N1CC(C1)NC)N)F 4-(1-(difluoromethyl)-1H-pyrazol-4-yl)-6-(3-(methylamino)azetidin-1-yl)pyrimidinamine